[O].[O].Cl[Mo]Cl dichloromolybdenum dioxygen